Cl.NC1=CC(=C(C#N)C=C1)C(C)(C)O 4-amino-2-(2-hydroxypropan-2-yl)benzonitrile hydrochloride